C1(=C(C=CC=C1)C=1C=NN(C1)C1(CN(C1)C=1C=2N(C=CC1)N=C(N2)NC=2C=NN(C2)CC(=O)N2CCN(CC2)C2COC2)CC#N)C 2-[3-[4-(o-tolyl)pyrazol-1-yl]-1-[2-[[1-[2-[4-(oxetan-3-yl)piperazin-1-yl]-2-oxoethyl]pyrazol-4-yl]amino]-[1,2,4]triazolo[1,5-a]pyridin-8-yl]azetidin-3-yl]acetonitrile